(4-(4,6-di(pyridin-4-yl)-1,3,5-triazin-2-yl)phenyl)boronic acid N1=CC=C(C=C1)C1=NC(=NC(=N1)C1=CC=NC=C1)C1=CC=C(C=C1)B(O)O